NC1=C2N=CN(C2=NC=N1)C[C@@H](C)OCP(OCCCSCCCCCCCCCCCCC1=C(C=CC=C1)F)(O)=O 3-((12-(2-fluorophenyl)dodecyl)thio)propyl hydrogen ((((R)-1-(6-amino-9H-purin-9-yl)propan-2-yl)oxy)methyl)phosphonate